C1(CC1)C=1C=CC=2N(C1)C=C(N2)COC=2C=C(N=NC2)NOC N-(5-((6-cyclopropylimidazo[1,2-a]pyridin-2-yl)methoxy)pyridazin-3-yl)-O-methylhydroxylamine